7-bromo-6-chloro-8-iodo-1H-quinazoline-2,4-dione BrC1=C(C=C2C(NC(NC2=C1I)=O)=O)Cl